C(CCCCC)C(O[Si](C(C)(C)C)(C)C)CN(CC(O[Si](C(C)(C)C)(C)C)CCCCCC)CCCCCCO 6-(5,9-dihexyl-2,2,3,3,11,11,12,12-octamethyl-4,10-dioxa-7-aza-3,11-disilatridecan-7-yl)hexan-1-ol